O1NC(C2=C1C(NC(C2)([2H])[2H])([2H])[2H])=O 4,5,6,7-tetrahydroisoxazolo(5,4-c)pyridin-3(2H)-one-5,5,7,7-d4